O1C(=NC2=C1C=CC=C2)C=2C(=C(C(=C(C2N2C1=CC=C(C=C1C=1C=C(C=CC21)C#N)C#N)N2C1=CC=C(C=C1C=1C=C(C=CC21)C#N)C#N)C2=CC=NC=C2)N2C1=CC=C(C=C1C=1C=C(C=CC21)C#N)C#N)N2C1=CC=C(C=C1C=1C=C(C=CC21)C#N)C#N 9,9',9'',9'''-(3-(benzo[d]oxazol-2-yl)-6-(pyridin-4-yl)benzene-1,2,4,5-tetrayl)tetrakis(9H-carbazole-3,6-dicarbonitrile)